C[C@]12CC[C@H]3[C@H]([C@@H]1CC[C@]2(C#C)O)CCC4=C3C=CC(=C4)O 17α-ethynyloestradiol